[5-(4-chlorobenzamido)-2-[(4-chlorophenyl)methyl]-3-oxo-1,2,4-thiadiazolidin-4-yl]methyl 2-[(2S)-2-{[(tert-butoxy)carbonyl]amino}-3-phenylpropanamido]acetate C(C)(C)(C)OC(=O)N[C@H](C(=O)NCC(=O)OCN1C(N(SC1NC(C1=CC=C(C=C1)Cl)=O)CC1=CC=C(C=C1)Cl)=O)CC1=CC=CC=C1